[Na+].C(CCCCCCCCCCC)S(=O)(=O)[O-] dodecyl-sulfonic acid, sodium salt